isopropyl 1-(5-((2,6-dichloro-benzyl)-oxy)-3-methyl-2,3-dihydro-1H-inden-1-yl)piperidine-4-carboxylate ClC1=C(COC=2C=C3C(CC(C3=CC2)N2CCC(CC2)C(=O)OC(C)C)C)C(=CC=C1)Cl